2-phenoxy-1-((2-(trimethylsilyl)ethoxy)ethyl)-1H-benzo[d]Imidazole O(C1=CC=CC=C1)C1=NC2=C(N1CCOCC[Si](C)(C)C)C=CC=C2